C[Si]1(O[Si](O[Si](O[Si](O1)(CCC)C)(CCC)C)(CCC)C)CCC tetramethyl-2,4,6,8-tetrapropylcyclotetrasiloxane